3-(6-bromo-1H-pyrrolo[3,2-b]pyridin-2-yl)-N,N-dimethyl-4-(pyrrolidin-1-yl)benzenesulfonamide BrC=1C=C2C(=NC1)C=C(N2)C=2C=C(C=CC2N2CCCC2)S(=O)(=O)N(C)C